triazahentriacontanedioic acid C(NNNCCCCCCCCCCCCCCCCCCCCCCCCCCC(=O)O)(=O)O